COC1=C(C=CC(=C1)OC)CN 1-(2,4-dimethoxyphenyl)-methanamine